3-acrylamido-N-(1,4-dimethyl-2-oxo-1,2,3,4-tetrahydroquinolin-6-yl)-5-(prop-2-yn-1-yloxy)benzamide C(C=C)(=O)NC=1C=C(C(=O)NC=2C=C3C(CC(N(C3=CC2)C)=O)C)C=C(C1)OCC#C